(S)-1-((2-(2'-chloro-3'-(3-(((R)-3-hydroxypyrrolidin-1-yl)methyl)-1,7-naphthyridin-8-ylamino)-2-methylbiphenyl-3-yl)-7-cyanobenzo[d]oxazol-5-yl)methyl)pyrrolidine-3-carboxylic acid ClC1=C(C=CC=C1NC=1N=CC=C2C=C(C=NC12)CN1C[C@@H](CC1)O)C1=C(C(=CC=C1)C=1OC2=C(N1)C=C(C=C2C#N)CN2C[C@H](CC2)C(=O)O)C